C(C)(=O)N1CC2(C1)CCN(CC2)CC2=C(C(=NC=C2)C=2C=C1CN(C(C1=CC2)=O)C2C(NC(CC2)=O)=O)F 3-(5-(4-((2-acetyl-2,7-diazaspiro[3.5]nonan-7-yl)methyl)-3-fluoropyridin-2-yl)-1-oxoisoindolin-2-yl)piperidine-2,6-dione